C(C)C=1C=CC(=C(C1)S(=O)(=O)NC1=NOC2=C1C(=CC(=C2)CN2N=CC(=C2)CNS(=O)(=O)C)OC)OC 5-ethyl-2-methoxy-N-(4-methoxy-6-((4-(methylsulfonamidomethyl)-1H-pyrazol-1-yl)methyl)benzo[d]isoxazol-3-yl)benzenesulfonamide